[(2R,3S,4S,5R)-3-(3,4-difluoro-2-methoxy-phenyl)-4,5-dimethyl-5-(trifluoromethyl)tetrahydrofuran-2-yl]methanol FC=1C(=C(C=CC1F)[C@H]1[C@@H](O[C@]([C@H]1C)(C(F)(F)F)C)CO)OC